I[Si](C)(C)C Iodo(trimethyl)silane